5-[3-({(1S)-1-[(1r,4S)-4-aminocyclohexyl]ethyl}amino)-5-fluoro-4-(prop-1-en-2-yl)phenyl]-1,3,4-oxadiazol-2(3H)-one NC1CCC(CC1)[C@H](C)NC=1C=C(C=C(C1C(=C)C)F)C1=NNC(O1)=O